BrC=1C=C2C(=NN(C2=CC1)C(=O)OC(C)(C)C)OC tert-Butyl 5-bromo-3-methoxy-1H-indazole-1-carboxylate